ClC=1C(=CC(=NC1)NC(C)C)C=1C=C2N(CC3(CN(C2=O)CC2=C(C=CC=C2)CO)CNC3)C1 8'-(5-chloro-2-(isopropylamino)pyridin-4-yl)-2'-(2-(hydroxymethyl)benzyl)-2',3'-dihydro-1'h,5'h-spiro[azacyclobutane-3,4'-pyrrolo[1,2-a][1,4]diazepine]-1'-one